C(C)(=O)N1CCC(CC1)OC1=CC(=C(C=C1)C=1C=C(C(=NC1F)N)C=1C=C2CCNC(C2=CC1)=O)OC 6-(5-(4-((1-acetylpiperidin-4-yl)oxy)-2-methoxyphenyl)-2-amino-6-fluoropyridin-3-yl)-3,4-dihydroisoquinolin-1(2H)-one